C(#N)C=1C=C(CNCCCCOCCNC2=NC3=C(C4=CN=CC=C24)C=CC(=C3)C(=O)O)C=CC1OC1CCC1 5-((2-(4-((3-cyano-4-cyclobutoxybenzyl)amino)butoxy)ethyl)amino)benzo[c][2,6]naphthyridine-8-carboxylic acid